[N-](S(=O)(=O)C(F)(F)F)S(=O)(=O)C(F)(F)F.C(CCCC)C(N(CCO)CCO)CO pentyltriethanolamine bis(trifluoromethylsulfonyl)imide salt